C(CCC)(=O)NS(=O)(=O)N(C(=O)C=1OC=CC1)C1CC2(C1)CC(C2)C=2OC1=C(N2)C=C(C=C1)Cl N-(butyrylaminosulfonyl)-N-[6-(5-chloro-1,3-benzoxazol-2-yl)spiro[3.3]Heptane-2-yl]Furan-2-carboxamide